tert-butyl N-[1-[7-[(8-cyano-7-methoxy-2-methyl-imidazo[1,2-a]pyridin-6-yl)carbamoyl]-6-fluoro-2-methyl-indazol-4-yl]-4-piperidyl]-N-cyclopropyl-carbamate C(#N)C=1C=2N(C=C(C1OC)NC(=O)C1=C(C=C(C3=CN(N=C13)C)N1CCC(CC1)N(C(OC(C)(C)C)=O)C1CC1)F)C=C(N2)C